O=C1NC(CC[C@@H]1N1C(C2=CC=CC(=C2C1)O[C@H](C(=O)OC(C)(C)C)C)=O)=O tert-butyl (s)-2-((2-((s)-2,6-dioxopiperidin-3-yl)-1-oxoisoindolin-4-yl)oxy)propanoate